(7S)-2-{2-O-[tert-butyl(dimethyl)silyl]-3-O-[hydroxy(oxo)-λ5-phosphanyl]-β-D-ribofuranosyl}-7-methyl-2,7,8,9-tetrahydro-6-oxa-2,3,5-triazabenzo[cd]azulene [Si](C)(C)(C(C)(C)C)O[C@H]1[C@@H](O[C@@H]([C@H]1OP(=O)O)CO)N1C=C2CC[C@@H](OC=3C2=C1N=CN3)C